CN1CC=2C=CC=C(C2CC1)O 2-methyl-1,2,3,4-tetrahydroisoquinolin-5-ol